N-(2,5-difluorophenyl)-3-(indolin-1-ylsulfonyl)benzamide FC1=C(C=C(C=C1)F)NC(C1=CC(=CC=C1)S(=O)(=O)N1CCC2=CC=CC=C12)=O